(-)-(trans)-3-(hydroxymethyl)-4-(4-methoxyphenyl)-2-methylpiperidine-1-carboxylic acid tert-butyl ester C(C)(C)(C)OC(=O)N1C(C(C(CC1)C1=CC=C(C=C1)OC)CO)C